C(CCCCCCCCCCCCCCC)OC[C@@H](OC(CCCCCCCCCCCCCCCCCC)=O)COP(=O)([O-])OCC[N+](C)(C)C 1-hexadecyl-2-nonadecanoyl-sn-glycero-3-phosphocholine